1,3-bis(1-imidazolyl)propane N1(C=NC=C1)CCCN1C=NC=C1